C(C)(C)C=1C=2N(C=CC1)N=C(C2)[C@@H]2N(CCC1=C2N=CN1)C=1OC(=NN1)C=1C(=NC=CC1)C (R)-2-(4-(4-isopropylpyrazolo[1,5-a]pyridin-2-yl)-1,4,6,7-tetrahydro-5H-imidazo[4,5-c]pyridin-5-yl)-5-(2-methylpyridin-3-yl)-1,3,4-oxadiazole